5,5-divinyl-2,2-bipyridyl copper [Cu].C(=C)C1(CC=C(N=C1)C1=NC=CC=C1)C=C